(S)-6-(1-amino-1,3-dihydrospiro[indene-2,4'-piperidine]-1'-yl)-3-(1-(2-amino-3-chloropyridin-4-yl)cyclopropyl)-1,5-dihydro-4H-pyrazolo[3,4-d]pyrimidin-4-one N[C@@H]1C2=CC=CC=C2CC12CCN(CC2)C=2NC(C1=C(N2)NN=C1C1(CC1)C1=C(C(=NC=C1)N)Cl)=O